1,1,1,3,3,3-hexafluoropropan-2-yl 1-benzyl-1,8-diazaspiro[4.5]decane-8-carboxylate C(C1=CC=CC=C1)N1CCCC12CCN(CC2)C(=O)OC(C(F)(F)F)C(F)(F)F